C(C)(=O)N1CCC(CC1)NC1=C2CN(CC2=CC=C1)C(=O)C1=C(C=C(C#N)C=C1O)OCC1=CC=CC=C1 4-(4-((1-Acetylpiperidin-4-yl)amino)isoindoline-2-carbonyl)-3-(benzyloxy)-5-hydroxybenzonitrile